8-bromo-4-chloro-5-(2,2,2-trifluoroethyl)pyrido[3,2-b]indole-3-carbonitrile BrC1=CC=2C3=C(N(C2C=C1)CC(F)(F)F)C(=C(C=N3)C#N)Cl